CNC=1N=C(C(=NC1C=1C2=C(C=NC1)N(C=N2)C)C(=O)N)NC2=CC=C(C=C2)N2[C@H]1CO[C@@H](C2)C1 5-(methylamino)-6-(3-methylimidazo[4,5-c]pyridin-7-yl)-3-[4-[(1R,4R)-2-oxa-5-azabicyclo[2.2.1]heptan-5-yl]anilino]pyrazine-2-carboxamide